C12COCC(CC1)N2C2=C(CN1CCN(CC1)C(=O)N1N=C(C=C1)C(=O)O)C=CC=C2Cl 1-(4-(2-(3-oxa-8-azabicyclo[3.2.1]octan-8-yl)-3-chlorobenzyl)piperazine-1-carbonyl)-1H-pyrazole-3-carboxylic acid